C[C@@H]1NC[C@@H]2N(CC[C@@H]21)C(=O)C=2OC(=CN2)C2=CC(=NC=C2)C#N |r| Rac-4-(2-((3aR,4S,6aR)-4-methyloctahydropyrrolo[3,4-b]pyrrole-1-carbonyl)oxazol-5-yl)pyridinecarbonitrile